(2-((9,9-dimethyl-9H-fluoren-2-yl)(9,9-dimethyl-9H-fluoren-3-yl)amino)phenyl)boronic acid CC1(C2=CC=CC=C2C=2C=CC(=CC12)N(C1=C(C=CC=C1)B(O)O)C=1C=CC=2C(C3=CC=CC=C3C2C1)(C)C)C